N1=C(C=CC=C1)C1=NN=C(N=N1)C1=CC=C(C=N1)NC(=O)CCCC(=O)O 4-({6-[6-(pyridin-2-yl)-1,2,4,5-tetrazin-3-yl]pyridin-3-yl}carbamoyl)butanoic acid